C1(CC1)CSC=1C=C2C(=NC1)N(C=C2)COCC[Si](C)(C)C 2-[[5-(cyclopropylmethylsulfanyl)pyrrolo[2,3-b]pyridin-1-yl]methoxy]ethyl-trimethyl-silane